ethyl 4-hydroxy-3,4-dihydro-1H-pyrano[3,4-c]pyridine-8-carboxylate OC1COCC2=C(N=CC=C21)C(=O)OCC